C1(=CC=CC=C1)NC=1C=C2C=CN(C2=C(C1)C(=O)NC1(CC1)C1=CC=C(C(=O)O)C=C1)CC1=CC=C(C=C1)C(F)(F)F 4-(1-(5-(phenylamino)-1-(4-(trifluoromethyl)benzyl)-1H-indole-7-carboxamido)cyclopropyl)benzoic acid